C(C)C1(NC(N(C(C1)=O)CC1C(C1C)C(N[C@H]1[C@@H](C(OC2=CC=CC=C12)(C)C)O)=O)=[NH2+])CC [4,4-diethyl-1-[[2-[[(3S,4R)-3-hydroxy-2,2-dimethyl-chroman-4-yl]carbamoyl]-3-methyl-cyclopropyl]methyl]-6-oxo-hexahydropyrimidin-2-ylidene]ammonium